N1-((S)-1-(((S)-4-hydroxy-3-oxo-1-((S)-2-oxopiperidin-3-yl)butan-2-yl)amino)-4-methyl-1-oxopentan-2-yl)-N2-(1-methylcyclopropyl)oxalamide OCC([C@H](C[C@H]1C(NCCC1)=O)NC([C@H](CC(C)C)NC(C(=O)NC1(CC1)C)=O)=O)=O